2-(6-(tert-butyl)pyridin-2-yl)-7-azaspiro[3.5]Nonane-7-carboxylic acid tert-butyl ester C(C)(C)(C)OC(=O)N1CCC2(CC(C2)C2=NC(=CC=C2)C(C)(C)C)CC1